5-(3-(3-(cyclopropylethynyl)-1H-pyrazol-5-yl)-2-fluoro-6-hydroxyphenyl)-1,2,5-thiadiazolidin-3-one 1,1-dioxide C1(CC1)C#CC1=NNC(=C1)C=1C(=C(C(=CC1)O)N1CC(NS1(=O)=O)=O)F